ClC=1C=C(C=NC1N1CCC(CC1)(F)F)N 5-chloro-6-(4,4-difluoropiperidin-1-yl)pyridin-3-amine